N1(N=CC=C1)[C@@H]1[C@H](CC1)C=1NC(C2=C(N1)N(N=C2C#N)[C@@H](C)C=2C=NC(=CC2)C(F)(F)F)=O 6-((1S,2S)-2-(1H-Pyrazol-1-yl)cyclobutyl)-4-oxo-1-((S)-1-(6-(trifluoromethyl)pyridin-3-yl)ethyl)-4,5-dihydro-1H-pyrazolo[3,4-d]pyrimidin-3-carbonitril